(S)-1-(3-((6-((5-(2-phenyl-2H-tetrazol-5-yl)thiazol-2-yl)amino)pyridin-2-yl)amino)piperidin-1-yl)prop-2-en-1-one C1(=CC=CC=C1)N1N=C(N=N1)C1=CN=C(S1)NC1=CC=CC(=N1)N[C@@H]1CN(CCC1)C(C=C)=O